tert-butyl 4-(4-(6-amino-2-fluoro-5-(7-fluoro-1-oxo-1,2,3,4-tetrahydroisoquinolin-6-yl)pyridin-3-yl)-2-((dimethylamino)methyl)phenyl)piperazine-1-carboxylate NC1=C(C=C(C(=N1)F)C1=CC(=C(C=C1)N1CCN(CC1)C(=O)OC(C)(C)C)CN(C)C)C=1C=C2CCNC(C2=CC1F)=O